COCC=1C2=C(N=C(N1)NC1=CC=C(C=C1)N1CCN(CC1)C)N(CC2C)C2=NN(C=C2)C (methoxymethyl)-5-methyl-7-(1-methyl-1H-pyrazol-3-yl)-N-(4-(4-methylpiperazin-1-yl)phenyl)-6,7-dihydro-5H-pyrrolo[2,3-d]pyrimidin-2-amine